tert-butyl 2-[trans-4-[1-(4-amino-6-methoxyimino-5,5-dimethyl-benzo[h]quinazolin-8-yl)vinyl]cyclohexyl]acetate NC1=NC=NC=2C3=C(C(C(C12)(C)C)=NOC)C=C(C=C3)C(=C)[C@@H]3CC[C@H](CC3)CC(=O)OC(C)(C)C